3-[3-[[ethyl(methyl)sulfamoyl]amino]-2,6-difluoro-benzoyl]-5-(1-methylimidazol-4-yl)-1H-pyrrolo[2,3-b]pyridine C(C)N(S(=O)(=O)NC=1C(=C(C(=O)C2=CNC3=NC=C(C=C32)C=3N=CN(C3)C)C(=CC1)F)F)C